6-(aminomethyl)-N-(5-((5-chloropyridin-2-yl)methoxy)-1,3,4-thiadiazol-2-yl)-4-(2-methoxyphenyl)nicotinamide NCC1=NC=C(C(=O)NC=2SC(=NN2)OCC2=NC=C(C=C2)Cl)C(=C1)C1=C(C=CC=C1)OC